1,3,3-Trimethyl-5'-hydroxymethylspiro[indolin-2,3'-[3H]-naphtho[2,1-b][1,4]oxazin] CN1C2=CC=CC=C2C(C12C=NC1=C(O2)C(=CC2=CC=CC=C21)CO)(C)C